NC=1SC2=C(N1)C1(CN(C1)C(=O)OC(C)(C)C)CC2 tert-butyl 2-aminospiro[5,6-dihydrocyclopenta[d]thiazole-4,3'-azetidine]-1'-carboxylate